2-furan-2-yl-methylguanine O1C(=CC=C1)C1(NC(C2=NC=NC2=N1)=O)NC